(R)-4-cyclopropyl-6-(3-(5-(3-hydroxy-1-methyl-2-oxopyrrolidin-3-yl)isoxazol-3-yl)phenyl)pyridine C1(CC1)C1=CC=NC(=C1)C1=CC(=CC=C1)C1=NOC(=C1)[C@]1(C(N(CC1)C)=O)O